N-(3-(3-cyclopropyl-3-methylbut-1-yn-1-yl)-5-fluorophenyl)-N-(2,2-difluoroethyl)-7-fluoro-[1,2,4]triazolo[4,3-a]quinazolin-5-amine C1(CC1)C(C#CC=1C=C(C=C(C1)F)N(C1=NC=2N(C3=CC=C(C=C13)F)C=NN2)CC(F)F)(C)C